C(C)N(S(=O)(=O)C1=CC=C(C=C1)S(=O)(=O)[C@H]1CN(CCC1)C(=O)OCC)CC Ethyl (R)-3-((4-(N,N-diethylsulfamoyl)phenyl)sulfonyl)piperidine-1-carboxylate